C1(CC=CCC1)NC([O-])=O cyclohex-3-en-1-ylcarbamate